octanyl stearate C(CCCCCCCCCCCCCCCCC)(=O)OCCCCCCCC